(2R,7aS)-7a-(((5-(((tert-Butyldimethylsilyl)oxy)methyl)-4-chloro-6-methylpyrimidin-2-yl)oxy)methyl)-2-fluorohexahydro-1H-pyrrolizine Sodium 2-methylbutan-2-olate CC(C)(CC)[O-].[Na+].[Si](C)(C)(C(C)(C)C)OCC=1C(=NC(=NC1C)OC[C@]12CCCN2C[C@@H](C1)F)Cl